C(=O)(O)C(C)NCCN[C@H](C(=O)O)CCCCNC(CC(O)C(=O)O)=O (2S)-2-[2-(1-carboxyethylamino)ethylamino]-6-[(3-carboxy-3-hydroxypropanoyl)amino]hexanoic acid